C(C1=CC=CC=C1)NC(N(C1=NC=C(C=C1)C=1C=NN(C1)C)[C@@H]1CC[C@H](CC1)NC1=NC=C(C(=N1)NCCN1N=CN=C1)C#N)=O 3-benzyl-1-(trans-4-((5-cyano-4-((2-(1H-1,2,4-triazol-1-yl)ethyl)amino)pyrimidin-2-yl)amino)cyclohexyl)-1-(5-(1-methyl-1H-pyrazol-4-yl)pyridin-2-yl)urea